tert-butyl N-[3-methyl-5-[[2-oxo-2-(2-phenyl-1-piperidyl)acetyl]amino]-2-pyridyl]carbamate CC=1C(=NC=C(C1)NC(C(N1C(CCCC1)C1=CC=CC=C1)=O)=O)NC(OC(C)(C)C)=O